C(C1=CC=CC=C1)O[C@@H](C(=O)OC)C methyl (2R)-2-benzyloxypropanoate